FC1=CC=C2C(=NC(=NC2=C1)C)N[C@H](C(=O)O)CCN(CCCCC1=NC=2NCCCC2C=C1)CC(C)(C)O (S)-2-((7-fluoro-2-methylquinazolin-4-yl)amino)-4-((2-hydroxy-2-methylpropyl)(4-(5,6,7,8-tetrahydro-1,8-naphthyridin-2-yl)butyl)amino)butanoic acid